NC1=CC(=CC(=N1)CC1CCN(CC1)C(=O)OC(C)(C)C)C=1CCN(CC1)CC1CC1 tert-butyl 4-{[6-amino-1'-(cyclopropylmethyl)-3',6'-dihydro-2'H-[4,4'-bipyridin]-2-yl]methyl}piperidine-1-carboxylate